S=C1NC=CC2=C(C=CC=C12)N1N=CC(=C1C(F)(F)F)C(=O)NC1=CC(=NC=C1)C(F)(F)F (1-thioxo-1,2-dihydroisoquinolin-5-yl)-5-(trifluoromethyl)-N-(2-(trifluoromethyl)pyridin-4-yl)-1H-pyrazole-4-carboxamide